6-methyl-4-oxoquinoline-3-carboxylic acid CC=1C=C2C(C(C=NC2=CC1)C(=O)O)=O